C(C)(C)C1=C2C=C(N=CC2=C(N=C1)N1[C@H](CC1)C)NC1=NC(=NC=C1)N1C[C@@H]([C@@H](CC1)OC)O (3S,4R)-1-(4-((5-isopropyl-8-((S)-2-methylazetidin-1-yl)-2,7-naphthyridin-3-yl)Amino)pyrimidin-2-yl)-4-methoxypiperidin-3-ol